C(C#CC)(=O)N1[C@@H](C[C@H](CC1)N1N=NC=2C(=NC=3C(=C(C(=CC3C21)C)C2=C(C(=CC=C2)Cl)C)F)OC[C@H]2N(CCC2)C)CC#N 2-((2S,4S)-1-(but-2-ynoyl)-4-(7-(3-chloro-2-methylphenyl)-6-fluoro-8-methyl-4-(((S)-1-methylpyrrolidin-2-yl)methoxy)-1H-[1,2,3]triazolo[4,5-c]quinolin-1-yl)piperidin-2-yl)acetonitrile